COC1=C(C=CC(=C1)C(NC)=O)NCC#CC=1N(C2=CC=CC(=C2C1)NC1CCN(CC1)CCOCCOCCC(=O)O)CC(F)(F)F 3-(2-(2-(4-((2-(3-((2-methoxy-4-(methylcarbamoyl)phenyl)amino)prop-1-yn-1-yl)-1-(2,2,2-trifluoroethyl)-1H-indol-4-yl)amino)piperidin-1-yl)ethoxy)ethoxy)propanoic acid